NC=1C=C(C=CC1)[S@](=O)(C)=NC(OC(C)(C)C)=O tert-butyl (R)-((3-aminophenyl)(methyl)(oxo)λ6-sulfaneylidene)carbamate